7-(4-aminobicyclo[2.2.1]heptan-1-yl)-6-ethynyl-5-(quinolin-3-yl)-7H-pyrrolo[2,3-d]pyrimidin-4-amine NC12CCC(CC1)(C2)N2C(=C(C1=C2N=CN=C1N)C=1C=NC2=CC=CC=C2C1)C#C